C(C)OC1=C(C=CC(=C1)C1=NC=NC(=C1)NCCC=1C2=C(SC1C)C(=CC(=C2)F)C)C2=NOC(N2)=O 3-(2-Ethoxy-4-{6-[2-(5-fluoro-2,7-dimethyl-benzo[b]thiophen-3-yl)-ethylamino]-pyrimidin-4-yl}-phenyl)-[1,2,4]oxadiazol-5(4H)-on